2-(3-formyl-1H-pyrazol-1-yl)benzonitrile C(=O)C1=NN(C=C1)C1=C(C#N)C=CC=C1